ethyl 3,3-dicyclopropyl-2-[5-(4-fluoro-2-methyl-pyrazol-3-yl)-4H-1,2,4-triazol-3-yl]propanoate C1(CC1)C(C(C(=O)OCC)C1=NN=C(N1)C=1N(N=CC1F)C)C1CC1